(E)-4-(3-fluoro-4-hydroxyphenyl)-3-buten-2-one FC=1C=C(C=CC1O)/C=C/C(C)=O